(E)-2,2-difluoro-4,6-diphenyl-1-(p-tolyl)hex-3-en-5-yn-1-one FC(C(=O)C1=CC=C(C=C1)C)(\C=C(\C#CC1=CC=CC=C1)/C1=CC=CC=C1)F